NC1=NC(=CC=C1N1C(NC(C1=O)(C)C)=O)OC1=CC(=C(C=C1)C)OC(F)(F)F 3-[2-amino-6-[4-methyl-3-(trifluoromethoxy)phenoxy]-3-pyridyl]-5,5-dimethyl-imidazolidine-2,4-dione